(7R*)-3-cyclopropyl-N-(2-methylpropyl)-7-[(4-pyridin-3-yl-1,2,4-triazol-3-yl)amino]-7,8-dihydro-6H-cyclopenta[g]isoquinoline-5-sulfonamide C1(CC1)C=1N=CC=2C=C3C(=C(C2C1)S(=O)(=O)NCC(C)C)C[C@@H](C3)NC3=NN=CN3C=3C=NC=CC3 |o1:22|